C1(CC1)C1=CC(=CNC1=O)CCN(C)C 5-cyclopropyl-3-(2-(dimethylamino)ethyl)-6-oxopyridine